C(C)N1C(CCC1=O)CNC=1C=C(C(=O)[O-])C=CC1 3-((1-ethyl-5-oxopyrrolidin-2-yl)methyl)aminobenzoate